P(=O)(OCCCCCCCCCCCCCCCCCCCCCCCC)(OCCCCCCCCCCCCCCCCCCCCCCCC)[O-] ditetracosyl phosphate